(S)-3-(3-(4-hydroxy-1,6-dimethyl-2-oxo-1,2-dihydropyridin-3-yl)ureido)-3-(3-(p-tolyloxy)phenyl)propanoic acid OC1=C(C(N(C(=C1)C)C)=O)NC(N[C@@H](CC(=O)O)C1=CC(=CC=C1)OC1=CC=C(C=C1)C)=O